((3-hydroxypropyl)azanediyl)bis(hexane-6,1-diyl) bis(5,5-bis(oct-3-yn-1-yloxy)pentanoate) C(CC#CCCCC)OC(CCCC(=O)OCCCCCCN(CCCCCCOC(CCCC(OCCC#CCCCC)OCCC#CCCCC)=O)CCCO)OCCC#CCCCC